4'-C-(Chloromethyl)-2'-C-ethynyluridine ClC[C@]1([C@H]([C@]([C@@H](O1)N1C(=O)NC(=O)C=C1)(O)C#C)O)CO